C(CCCCCCC)[O-].[K+] Kalium octanolat